tert-butyl 1-(4-methoxyphenyl)piperidin-3-ylcarbamate COC1=CC=C(C=C1)N1CC(CCC1)NC(OC(C)(C)C)=O